C(C)(C)(C)OC(=O)N1CCNC2=CC=CC=C12 3,4-dihydro-2H-quinoxaline-1-carboxylic acid tert-butyl ester